Cl.C(C)C1=CC=C(C=C1)NC1N(C(=NC(=N1)N)N1CCOCC1)C=1C=C(C=CC1)C N-(4-Ethylphenyl)-6-morpholin-4-yl-N1-m-tolyl-[1,3,5]triazine-2,4-diamine hydrochloride